ClC1=C(C=C2CCN(CC2=C1)C(=O)OC(C)(C)C)NC1=NC=C(C(=N1)C=1SC=C(C1)C(N(C)C)=O)C(F)(F)F tert-butyl 7-chloro-6-((4-(4-(dimethylcarbamoyl)thiophen-2-yl)-5-(trifluoromethyl)pyrimidin-2-yl)amino)-3,4-dihydroisoquinoline-2(1H)-carboxylate